C1(CC1)C=1N=NN(C1)[C@H](C(=O)N1[C@@H](C[C@H](C1)O)C(=O)NCC=1C=NC=C(C1)C=1C=NC=CC1)C(C)(C)C (2S,4r)-1-[(2S)-2-(4-cyclopropyl-triazol-1-yl)-3,3-dimethyl-butyryl]-4-hydroxy-N-[[5-(3-pyridyl)-3-pyridyl]methyl]pyrrolidine-2-carboxamide